N-{[4-(furan-2-yl)phenyl]methyl}-4-[(3-methoxyphenyl)methyl]-6-methyl-1-(2-methylpropanoyl)piperazine-2-carboxamide O1C(=CC=C1)C1=CC=C(C=C1)CNC(=O)C1N(C(CN(C1)CC1=CC(=CC=C1)OC)C)C(C(C)C)=O